CN([C@@H](CC(C)C)C(=O)O)C N,N-dimethylleucine